FC=1C=CC(=NC1)NC(C)=O N-(5-Fluoropyridin-2-yl)acetamide